NCCCCC1(CCN(CC1)C(=O)OC(C)(C)C)O tert-butyl 4-(4-aminobutyl)-4-hydroxypiperidine-1-carboxylate